O=C1NC(CCC1N1C(N(C2=C1C=CC(=C2)NC([O-])=O)C)=O)=O (1-(2,6-dioxopiperidin-3-yl)-3-methyl-2-oxo-2,3-dihydro-1H-benzo[d]imidazol-5-yl)carbamate